6-(morpholine-4-carbonyl)-4-(pyridin-4-yl)quinolin N1(CCOCC1)C(=O)C=1C=C2C(=CC=NC2=CC1)C1=CC=NC=C1